tert-butyl (cis)-5-((triethylsilyl)oxy)-3,3a,4,6a-tetrahydrocyclopenta[c]pyrrole-2(1H)-carboxylate C(C)[Si](OC=1C[C@@H]2[C@@H](CN(C2)C(=O)OC(C)(C)C)C1)(CC)CC